2,3-dihydro-1-benzofuran-3-ylmethylamine O1CC(C2=C1C=CC=C2)CN